C(CCCCCCCCCCC)C1=C(C=CC=C1)C1=CC=CC=C1.[Ca] calcium dodecylbiphenyl